O[C@@H]1C[C@H]2[C@@H]3CCC([C@@]3(C)CC[C@@H]2[C@]2(CCC(CC12)C(CCC(=O)O)CC)C)=O 4-(6β-hydroxy-17-ketoandrostan-3-yl)hexanoic acid